6-(4-Chloro-2-(1H-pyrazol-3-yl)phenyl)isoindolin-1-one ClC1=CC(=C(C=C1)C1=CC=C2CNC(C2=C1)=O)C1=NNC=C1